(S)-quinuclidin-3-yl ((R)-5-(3-chloro-4-methoxyphenyl)-6-fluoro-2,2-dimethyl-2,3-dihydro-1H-inden-1-yl)carbamate ClC=1C=C(C=CC1OC)C=1C=C2CC([C@H](C2=CC1F)NC(O[C@@H]1CN2CCC1CC2)=O)(C)C